FC1=CC(=CC2=C1NC(=N2)C2=CC(=NN2CC2=CC=C(C=C2)OC)NC(=O)C=2C=NC(=CC2)N2CCC(CC2)OC)OC N-[5-(7-fluoro-5-methoxy-1H-benzimidazol-2-yl)-1-[(4-methoxyphenyl)-methyl]pyrazol-3-yl]-6-(4-methoxy-1-piperidyl)pyridine-3-carboxamide